C(C)N1C(CNC=2C1=NC(=CN2)C2=C1C=CNC1=CC=C2)=O 1-ethyl-7-(1H-indol-4-yl)-3,4-dihydropyrazino[2,3-b]pyrazin-2(1H)-one